(E)-4-(dimethylamino)-1-(5-(5-methylthiophene-2-carbonyl)-2,5-diazabicyclo[2.2.2]octan-2-yl)but-2-en-1-one CN(C/C=C/C(=O)N1C2CN(C(C1)CC2)C(=O)C=2SC(=CC2)C)C